CC(CCOCCC(CC(C)(C)C)C)CC 3,5,5-trimethyl-hexyl 3-methyl-pentyl ether